C(=C)SC=1SC2=C(N1)C=C(C=C2)SC 2-vinylthio-5-methylthiobenzothiazole